OCCC1=NNC=C1 hydroxyethyl-pyrazole